CC1(COCC2=CC=CC(=C12)CC(=O)O)C 2-(4,4-dimethylisochroman-5-yl)acetic acid